Cl.FC(C1=NC(=CC(=N1)CN)C=1C=NC(=NC1)C(F)(F)F)(F)F [2-(trifluoromethyl)-6-[2-(trifluoromethyl)pyrimidin-5-yl]pyrimidin-4-yl]methylamine hydrochloride